1H-1,2,4-triazole-1-formamidine hydrochloride Cl.N1(N=CN=C1)C(=N)N